(3S,4S,5R)-1-(((S)-1-(2-(trifluoromethyl)pyridin-4-yl)pyrrolidin-3-yl)methyl)piperidine-3,4,5-triol FC(C1=NC=CC(=C1)N1C[C@@H](CC1)CN1C[C@@H](C([C@@H](C1)O)O)O)(F)F